C(CC(=O)C)(=O)OCCOC(C(=C)C)=O 2-Acetoacetoxyethylmethacrylat